C(C)(C)(C)OC(NCCC(=O)N[C@H](C(N1CCNCC1)=O)CCCCN(C)C)=O tert-butyl(3-{[(2S)-6-(dimethylamino)-1-oxo-1-(piperazin-1-yl)hexan-2-yl]amino}-3-oxopropyl)carbamate